N-isopropyl-N-methyl-formamidine C(C)(C)N(C=N)C